IC=1N=CC2=C(N1)C=CNC2=O iodo-6H-pyrido[4,3-d]Pyrimidin-5-one